3-((2,2-dimethyl-1,3-dioxan-5-yl)methoxy)-2-(((2,2-dimethyl-1,3-dioxan-5-yl)methoxy)methyl)propanal CC1(OCC(CO1)COCC(C=O)COCC1COC(OC1)(C)C)C